1,2-diaminotoluene NC1(C)C(C=CC=C1)N